O[C@@H]1C[C@H](CC1)NC1=C2C(=NC=C1C(=O)OCC)NC=C2 (trans)-ethyl 4-((3-hydroxycyclopentyl)amino)-1H-pyrrolo[2,3-b]pyridine-5-carboxylate